ClC=1C(=C(C=CC1F)[C@H]1[C@@H](O[C@](C1)(C(F)(F)F)C)C(=O)NC1=CC(=NC=C1)C(=O)NC)OC (2R,3S,4S,5R)-4-[[3-(3-chloro-4-fluoro-2-methoxy-phenyl)-5-methyl-5-(trifluoromethyl)tetrahydrofuran-2-carbonyl]amino]-N-methyl-pyridine-2-carboxamide